FC(CN1CCC(CC1)COC1=CC=2N(C=C1)C(=CN2)C2=CC(=NC=N2)NCC2=CC=C(C=C2)C=2C=NN(C2)C)F (6-{7-[1-(2,2-difluoro-ethyl)-piperidin-4-ylmethoxy]-imidazo[1,2-a]pyridin-3-yl}-pyrimidin-4-yl)-[4-(1-methyl-1H-pyrazol-4-yl)-benzyl]-amine